trioctyl trimellitate C(C=1C(C(=O)OCCCCCCCC)=CC(C(=O)OCCCCCCCC)=CC1)(=O)OCCCCCCCC